4-(trifluoromethyl)piperidine-1-carboxylic acid FC(C1CCN(CC1)C(=O)O)(F)F